1-(4-(6-chloro-8-fluoro-7-(2-fluoro-6-hydroxyphenyl)-2-(1-(2,2,2-trifluoroethyl)piperidin-3-ylamino)quinazolin-4-yl)piperazin-1-yl)prop-2-en-1-one ClC=1C=C2C(=NC(=NC2=C(C1C1=C(C=CC=C1O)F)F)NC1CN(CCC1)CC(F)(F)F)N1CCN(CC1)C(C=C)=O